3-methyl-6-nitro-1H-benzimidazol-2-one CN1C(NC2=C1C=CC(=C2)[N+](=O)[O-])=O